(S)-3-(1-(6-ethoxy-5-methoxypyridin-2-yl)-2-(methylsulfonyl)ethyl)-6-(2-methoxyphenyl)-1H-imidazo[4,5-b]pyridin-2(3H)-one C(C)OC1=C(C=CC(=N1)[C@@H](CS(=O)(=O)C)N1C(NC=2C1=NC=C(C2)C2=C(C=CC=C2)OC)=O)OC